COCC(C(=O)[O-])=O.[K+] potassium 3-methoxyoxopropanoate